N1CC(C1)C1=CC(=C(CN2CC(C(CC2)C(=O)OC)C)C(=C1)C)C methyl 1-(4-(azetidin-3-yl)-2,6-dimethylbenzyl)-3-methylpiperidine-4-carboxylate